FC(S(=O)(=O)OC1=CC2=C(N(CC(N(S2(=O)=O)C)(CC)CCCC)C2=CC=CC=C2)C=C1SC)(F)F 3-butyl-3-ethyl-2-methyl-7-(methylthio)-1,1-dioxido-5-phenyl-2,3,4,5-tetrahydro-1,2,5-benzothiadiazepin-8-yl trifluoromethanesulfonate